C1(CCCCC1)NC(C(C=1C=NC=CC1)N(C(=O)[C@@H]1NC[C@@H](C1)O)C1=CC=C(C=C1)C1(CC1)C(F)(F)F)=O (2R,4R)-N-[2-(cyclohexylamino)-2-oxo-1-(3-pyridyl)ethyl]-4-hydroxy-N-[4-[1-(trifluoromethyl)cyclopropyl]phenyl]pyrrolidine-2-carboxamide